CCC(CCCC)C(=O)O.COC1=CC=C(C=C1)C(C(=O)NC1=CC=C(C=C1)[Si](C)(C)C)NC(CN1C=CC(C=C1)=O)=O 2-(4-methoxyphenyl)-2-(((4-oxopyridin-1(4H)-yl)acetyl)amino)-N-(4-(trimethylsilyl)phenyl)acetamide heptane-3-carboxylate